O1C(=CC=C1)[C@H](CB1OC(C(O1)(C)C)(C)C)N[S@](=O)C(C)(C)C (R)-N-[(1S)-1-(2-furyl)-2-(4,4,5,5-tetramethyl-1,3,2-dioxaborolan-2-yl)ethyl]-2-methyl-propane-2-sulfinamide